OCCOC(CCC)=O Hydroxyethyl-butyrate